COC1=C(C(=CC(=C1)OC)OC)[Se]C(F)(F)F 2,4,6-trimethoxy-trifluoromethylselenobenzene